O1C(=CC=C1)\C=N\[S@](=O)C(C)(C)C (NE,R)-N-(2-furylmethylene)-2-methyl-propane-2-sulfinamide